C1(CC1)C1=C(C(=CC(=C1)C(N=C1NCCN1)=O)F)NC=1C=C(C=CC1)NC(=O)C1(COC1)C N-{3-[(2-cyclopropyl-6-fluoro-4-{[imidazolidin-2-ylidene]carbamoyl}phenyl)amino]phenyl}-3-methyloxetane-3-carboxamide